7-(1-(but-2-ynyl)pyrrolidin-3-yl)-2-(4-phenoxyphenyl)-1H-imidazo[1,2-b]Pyrazole-3-carboxamide C(C#CC)N1CC(CC1)C1=C2N(N=C1)C(=C(N2)C2=CC=C(C=C2)OC2=CC=CC=C2)C(=O)N